N12CCN(C(CC1)C2)C=2C=1N(C=C(C2)C2CC2)C=C(N1)CNC1=CC(=NC=N1)NC(=O)[C@@H]1[C@H](C1)C1=CC(=CC=C1)Cl (1S,2S)-N-(6-(((8-(1,4-diazabicyclo[3.2.1]octan-4-yl)-6-cyclopropylimidazo[1,2-a]pyridin-2-yl)methyl)amino)pyrimidin-4-yl)-2-(3-chlorophenyl)cyclopropane-1-carboxamide